3-(5-isopropyl-3-methyl-cyclohexen-1-yl)propanal C(C)(C)C1CC(C=C(C1)CCC=O)C